C(C)(C)(C)OC(=O)N1C(C[C@@H](C1)CCCNC1=NC(=CC=C1)S(N)(=O)=O)(C)C.CC1=CC=C(C=C1)C=1SC(=CN1)C1=CC=C(C=C1)C 2,5-bis(4-methylphenyl)thiazole tert-butyl-(4s)-2,2-dimethyl-4-[3-[(6-sulfamoyl-2-pyridyl)amino]propyl]pyrrolidine-1-carboxylate